C(C)(=O)O[C@H](C(=O)Cl)C (S)-2-(acetyloxy)propionyl chloride